N-(4,6-dimethylpyrimidin-2-yl)-4-(3-(quinolin-2-yl)-5-thioxo-1,5-dihydro-4H-1,2,4-triazol-4-yl)benzenesulfonamide CC1=NC(=NC(=C1)C)NS(=O)(=O)C1=CC=C(C=C1)N1C(=NNC1=S)C1=NC2=CC=CC=C2C=C1